ClC=1C=CC=2C(N1)=CN(N2)C2COCC2 5-chloro-2-(oxolan-3-yl)pyrazolo[4,3-b]pyridine